C1(=CC=CC=C1)N1N=CC=2C1=NC(=NC2N)N phenyl-1H-pyrazolo[3,4-d]pyrimidine-4,6-diamine